[7-(thiophen-2-ylsulfanyl)-2H-chromen-4-yl]methylamine, hydrochloride Cl.S1C(=CC=C1)SC1=CC=C2C(=CCOC2=C1)CN